CC1=NNC2=CC=C(C=C12)C=1CCN(CC1)C(=O)OC(C)(C)C tert-butyl 4-(3-methyl-1H-indazol-5-yl)-3,6-dihydropyridine-1(2H)-carboxylate